O[C@@H]1C[C@H]2C(CCCC3=C(O2)C=C(C=C3)C(=O)O)[C@H]1\C=C\[C@H](CCCC(=C)C)O (2R,3R,11aS)-2-hydroxy-3-[(1E,3S)-3-hydroxy-7-methyl-1,7-octadien-1-yl]-1,2,3,3a,4,5,6,11a-octahydrobenzo[b]cyclopenta[g]oxocine-9-carboxylic acid